2-((4-(2-(3-chloro-4-(2-chloroethoxy)-5-cyanophenyl)propan-2-yl)phenoxy)methyl)thiazole-4-carboxylic acid ClC=1C=C(C=C(C1OCCCl)C#N)C(C)(C)C1=CC=C(OCC=2SC=C(N2)C(=O)O)C=C1